C(C)N1CC2(CN(C2)C=2C=CC(=NC2)NC2=NC=C(C(=N2)C2=CC=3C(N(CC4(C3S2)CC(C4)(F)F)C)=O)F)C1 2'-(2-((5-(6-ethyl-2,6-diazaspiro[3.3]hept-2-yl)pyridin-2-yl)amino)-5-fluoropyrimidin-4-yl)-3,3-difluoro-5'-methyl-5',6'-dihydro-4'H-spiro[cyclobutane-1,7'-thieno[3,2-c]pyridin]-4'-one